C(C)O[C@@H]1OC(C[C@@H]1NC(=O)[C@H]1N(CCC1)C([C@H](C(C)(C)C)NC(=O)C1=CC(=C(C=C1)N)Cl)=O)=O (S)-1-((S)-2-((1-(4-Amino-3-chloro-phenyl)-methanoyl)-amino)-3,3-dimethyl-butanoyl)-pyrrolidine-2-carboxylic acid ((2R,3S)-2-ethoxy-5-oxo-tetrahydro-furan-3-yl)-amide